(6R)-6-{[7-bromo-2-(1,3-dimethyl-1H-pyrazol-4-yl)[1,2,4]triazolo[1,5-c]quinazolin-5-yl]amino}-1,4-diazepan-5-one BrC1=CC=CC=2C=3N(C(=NC12)N[C@H]1C(NCCNC1)=O)N=C(N3)C=3C(=NN(C3)C)C